C(C)(C)(C)OC(=O)N(C(OC(C)(C)C)=O)C1=NC=CC(=C1Cl)B1OC(C(O1)(C)C)(C)C tert-butyl N-[tert-butyloxycarbonyl]-N-[3-chloro-4-(4,4,5,5-tetramethyl-1,3,2-dioxaborolan-2-yl)pyridin-2-yl]carbamate